methyl-7-(2-methyl-4-(6-(trifluoromethyl)quinazolin-2-yl)phenyl)-1-(tetrahydro-2H-pyran-2-yl)-6,7-dihydro-1H-pyrazolo[3,4-f][1,4]oxazepin-8(5H)-one CC1=NN(C=2C(N(CCOC21)C2=C(C=C(C=C2)C2=NC1=CC=C(C=C1C=N2)C(F)(F)F)C)=O)C2OCCCC2